(2-fluoroethyl)-terephthalamide FCCC1=C(C(=O)N)C=CC(=C1)C(=O)N